N1C[C@@H](CCC1)NC1=NN=C(C=2N1C=CC2)C2=C(C=C(C=C2)C(F)(F)F)O 2-(4-{[(3R)-piperidin-3-yl]amino}pyrrolo[1,2-d][1,2,4]triazin-1-yl)-5-(trifluoromethyl)phenol